tert-butyl 6-(3-cyanopyrrolo[1,2-b]pyridazin-7-yl)-4-(cyclopropylamino)pyridine-3-carboxylate C(#N)C1=CC=2N(N=C1)C(=CC2)C2=CC(=C(C=N2)C(=O)OC(C)(C)C)NC2CC2